ClC=1C=C(C(=O)OO)C=CC1.[PH3]=S phosphine sulfide compound with m-Chloroperoxybenzoic acid